O1CCN(CC1)C=1C2=C(N=CN1)N(C(=C2)C2=CC=C(N[C@H](C(F)(F)F)C1CNCCC1)C=C2)COCC[Si](C)(C)C 4-(4-morpholino-7-((2-(trimethylsilyl)ethoxy)methyl)-7H-pyrrolo[2,3-d]pyrimidin-6-yl)-N-((1S)-2,2,2-trifluoro-1-(piperidin-3-yl)ethyl)aniline